CN1C(=NC=C1)C1(C(NC(N1)=O)=O)CCC(N1CC2=CC=C(C=C2C1)C(F)(F)F)=O 5-(1-methyl-1H-imidazol-2-yl)-5-(3-oxo-3-(5-trifluoromethyl-isoindolin-2-yl)-propyl)imidazoline-2,4-dione